phenylbis(2,4,6-trimethylbenzoyl)phosphine oxide, iodonium salt [IH2+].C1(=CC=CC=C1)P(C(C1=C(C=C(C=C1C)C)C)=O)(C(C1=C(C=C(C=C1C)C)C)=O)=O